2-((1s,4r)-2-oxabicyclo[2.2.1]hept-4-yl)-N-(1-cyclopropyl-2-oxo-1,2-dihydropyridin-3-yl)-7-isopropoxyimidazo[1,2-a]pyridine-6-carboxamide [C@H]12OC[C@](CC1)(C2)C=2N=C1N(C=C(C(=C1)OC(C)C)C(=O)NC=1C(N(C=CC1)C1CC1)=O)C2